6-chloro-1-methyl-4-{4-[(3-methylphenyl)methyl]piperazin-1-yl}-2-oxo-1,2-dihydro-1,5-naphthyridine-3-carbonitrile ClC=1N=C2C(=C(C(N(C2=CC1)C)=O)C#N)N1CCN(CC1)CC1=CC(=CC=C1)C